C(C)(C)[Si](C(C)C)(C(C)C)N1C=CC=2C1=NC=C(C2)O (triisopropylsilyl)-1H-pyrrolo[2,3-b]pyridin-5-ol